C(#C)C=1SC=C(N1)C(=O)N1CCC(CC1)C1=CC=C(C=C1)C=1C2=CN(N=C2C=CC1)C (2-ethynyl-thiazol-4-yl)(4-(4-(2-methyl-2H-indazol-4-yl)phenyl)piperidin-1-yl)methanone